C1=NC(=C2C(=N1)N(C=N2)[C@]3([C@@H]([C@@H]([C@H](O3)CO)O)O)C(=O)N)N carbamoyladenosine